BrC1=C(CNC2CC3CCC(C2)N3C(=O)[O-])C(=CC(=C1)C)Cl 3-((2-bromo-6-chloro-4-methylbenzyl)amino)-8-azabicyclo[3.2.1]octane-8-carboxylate